C1(CC1)N1C(=O)N(C=2N=C(NC2C1=O)C=1C=NC(=CC1)NCC1=CC(=CC=C1)CNC(C(C)(C)C)=O)CCC Cyclopropyl-3-propyl-8-(6-(((3-((2,2-dimethylpropanamido)methyl)phenyl)methyl)amino)pyridin-3-yl)xanthine